Cl.NC=1C=CC2=C(SC=C2C#N)C1 6-aminobenzo[b]thiophene-3-carbonitrile hydrochloride